4-chloro-2-(difluoromethoxy)-6-iodo-aniline ClC1=CC(=C(N)C(=C1)I)OC(F)F